2-(1-ethenylpentyl)pyridine C(=C)C(CCCC)C1=NC=CC=C1